3-bromo-6-chloro-2,4-lutidine BrC=1C(=NC(=CC1C)Cl)C